4,5-difluoro-2-methylbenzonitrile FC1=CC(=C(C#N)C=C1F)C